(3R,5S)-5-amino-1-(5-(4-fluoro-2-methoxyphenyl)imidazo[2,1-b][1,3,4]thiadiazol-2-yl)piperidin-3-ol N[C@H]1C[C@H](CN(C1)C1=NN2C(S1)=NC=C2C2=C(C=C(C=C2)F)OC)O